C1C(C(C=C2C1O2)C(=O)OCC3CO3)C(=O)OCC4CO4 4,5-epoxytetrahydrophthalic acid diglycidylester